BrC=1C=C(C=C(C1)Cl)N1CC2(COC2)C1 6-(3-bromo-5-chlorophenyl)-2-oxa-6-azaspiro[3.3]Heptane